BrC1=CC=C2[C@@](CCC3(C2=C1F)SCCS3)(CO)NC3=NC=C(C#N)C=C3OC(F)F (S)-6-((7'-bromo-8'-fluoro-4'-(hydroxymethyl)-3',4'-dihydro-2'H-spiro[[1,3]dithiolane-2,1'-naphthalen]-4'-yl)amino)-5-(difluoromethoxy)nicotinonitrile